(5-((R)-1-(1-ethyl-3-((S)-7,7,7-trifluorohept-1-en-4-yl)ureido)ethyl)-2-methoxypyridin-3-yl)boronic acid C(C)N(C(=O)N[C@H](CC=C)CCC(F)(F)F)[C@H](C)C=1C=C(C(=NC1)OC)B(O)O